3-(4-(((1R,3S)-3-aminocyclopentyl)(pentyl)amino)-1-oxoisoindolin-2-yl)piperidine-2,6-dione N[C@@H]1C[C@@H](CC1)N(C1=C2CN(C(C2=CC=C1)=O)C1C(NC(CC1)=O)=O)CCCCC